3-amino-N-(2,6-dioxo-3-piperidyl)-phthalimide NC1=C2C(C(=O)N(C2=O)C2C(NC(CC2)=O)=O)=CC=C1